C12CN(CC2C1)C1=NC=CC(=C1)OC1=CC(=C(C=C1)NC1=C2C(=NC=N1)NN=C2C2CCN(CC2)C(C=C)=O)F 1-(4-(4-((4-((2-(3-azabicyclo[3.1.0]hexan-3-yl)pyridin-4-yl)oxy)-2-fluorophenyl)amino)-1H-pyrazolo[3,4-d]pyrimidin-3-yl)piperidin-1-yl)prop-2-en-1-one